C(C)C=1C[C@@H]2CC([C@@H]2C1)=O (1R,5S)-3-ethylbicyclo[3.2.0]hept-3-ene-6-one